5-cyclopropyl-3,4-bis(hydroxyimino)dihydrofuran-2(3H)-one C1(CC1)C1C(C(C(O1)=O)=NO)=NO